2-methyl-4-(trifluoromethyl)-1,3-benzoxathiolane CC1OC2=C(S1)C(=CC=C2)C(F)(F)F